COC(C(C(=O)OC)S(=O)(=O)O)=O.N1(N=NC2=C1C=CC=C2)OC2=NC=C(C(=N2)C2=CC=C1CN(C(C1=C2)=O)CC(=O)N[C@H](C)C2=C(C=CC(=C2)OC)F)Cl (R)-2-(6-(2-((1H-benzo[d][1,2,3]triazol-1-yl)oxy)-5-chloropyrimidin-4-yl)-1-oxoisoindolin-2-yl)-N-(1-(2-fluoro-5-methoxyphenyl)ethyl)acetamide dimethyl-sulfomalonate